ClC=1C(=C(C=CC1)NS(=O)(=O)C=1SC(=CC1)S(=O)(=O)N(C)C)N1CCC(CC1)(C)OC N2-(3-chloro-2-(4-methoxy-4-methylpiperidin-1-yl)phenyl)-N5,N5-dimethylthiophene-2,5-disulfonamide